4-methylene-2-(2-methylprop-1-enyl)-tetrahydropyran C=C1CC(OCC1)C=C(C)C